FC(N1C2=NC(=CC=C2C=2C=NC=CC21)C2=CC(=C(C(=C2)F)N2CCC(CC2)CCN2CCN(CC2)C=2C=C1C(N(C(C1=CC2)=O)C2C(NC(CC2)=O)=O)=O)F)F 5-(4-(2-(1-(4-(9-(difluoromethyl)-9H-pyrrolo[2,3-b:4,5-c']dipyridin-2-yl)-2,6-difluorophenyl)piperidin-4-yl)ethyl)piperazin-1-yl)-2-(2,6-dioxopiperidin-3-yl)isoindoline-1,3-dione